C(C)(C)(C)OC(C(CCCCCCN1C(=CC=2C1=NC(=CC2)C(CC)NS(=O)C(C)(C)C)C2=NC1=C(N2C)C(=CC(=C1)C(=O)OC)OC)(C)C)=O methyl 2-(1-(8-(tert-butoxy)-7,7-dimethyl-8-oxooctyl)-6-(1-((tert-butylsulfinyl)amino)propyl)-1H-pyrrolo[2,3-b]pyridin-2-yl)-7-methoxy-1-methyl-1H-benzo[d]imidazole-5-carboxylate